2,4,6-tris[4-(2-ethyl-hexyl-oxycarbonyl)anilino]1,3,5-triazine C(C)C(COC(=O)C1=CC=C(NC2=NC(=NC(=N2)NC2=CC=C(C=C2)C(=O)OCC(CCCC)CC)NC2=CC=C(C=C2)C(=O)OCC(CCCC)CC)C=C1)CCCC